N1C(=CC=C1)C(=O)[O-].[Li+] lithium pyrrolate